CC(CCCCCC)CCCC(CCCCCCCCCCCCCC)C 7,11-Dimethylpentacosane